C(C)OC(C(CC)OC1=CC(=C(C=C1)C1=NC(=NC(=N1)C1=CC=C(C=C1)C1=CC=CC=C1)C1=CC=C(C=C1)C1=CC=CC=C1)O)=O.OC1=C(C=NC(=C1C=1SC=C(C1)C)C)C(=O)N 4-hydroxy-6-methyl-5-(4-methyl-2-thienyl)pyridine-3-carboxamide ethyl-2-[4-[4,6-bis(4-phenylphenyl)-1,3,5-triazin-2-yl]-3-hydroxy-phenoxy]butanoate